FC=1C=C(C=CC1F)CC(C(=O)N1CCC2(CS(C2)(=O)=O)CC1)C 3-(3,4-Difluorophenyl)-1-(2,2-dioxido-2-thia-7-azaspiro[3.5]nonan-7-yl)-2-methylpropan-1-one